FC1=C(OC=2N=CC(=NC2)C(C(=O)N)(C)N2CC(N(CC2)C(=O)C=2C=C(C=3N(C2)C=NN3)CO)(C)C)C=CC(=C1)F (5-(2,4-difluorophenoxy)pyrazin-2-yl)-2-(4-(8-(hydroxymethyl)-[1,2,4]triazolo[4,3-a]pyridine-6-carbonyl)-3,3-dimethylpiperazin-1-yl)propanamide